Cl.FC1=C(C=CC(=C1)F)C1(CCNCC1)C#N 4-(2,4-difluorophenyl)piperidine-4-carbonitrile hydrochloride